O1CCN(CC1)C1(CCC1)CN (1-morpholinocyclobutyl)methylamine